N-(3-(methylamino)propyl)-5,7-diphenylpyrazolo[1,5-a]pyrimidine-2-carboxamide CNCCCNC(=O)C1=NN2C(N=C(C=C2C2=CC=CC=C2)C2=CC=CC=C2)=C1